tert-butyl 4-(5-(4,4,5,5-tetramethyl-1,3,2-dioxaborolan-2-yl)pyrimidin-2-yl)piperazine-1-carboxylate CC1(OB(OC1(C)C)C=1C=NC(=NC1)N1CCN(CC1)C(=O)OC(C)(C)C)C